FC1(OC2=C(O1)C=CC(=C2)CO)F (2,2-difluorobenzo[d][1,3]dioxol-5-yl)methanol